tert-butyl (2-((4-((tert-butoxycarbonyl)amino)pentyl)oxy)pyridin-4-yl)(1-(tert-butyl)-3-((1S,3R)-3-(((4-nitrophenoxy)carbonyl)oxy)cyclopentyl)-1H-pyrazol-5-yl)carbamate C(C)(C)(C)OC(=O)NC(CCCOC1=NC=CC(=C1)N(C(OC(C)(C)C)=O)C1=CC(=NN1C(C)(C)C)[C@@H]1C[C@@H](CC1)OC(=O)OC1=CC=C(C=C1)[N+](=O)[O-])C